(tert-butyl(pyridine-2-yl)phosphinomethyl)benzene C(C)(C)(C)C(PC1=NC=CC=C1)C1=CC=CC=C1